(3-acetamido-3-oxoprop-1-en-1-yl)-2-methoxybenzoate C(C)(=O)NC(C=COC(C1=C(C=CC=C1)OC)=O)=O